1-(3-hydroxypropyl)-1H-pyrazole-3-carbonitrile OCCCN1N=C(C=C1)C#N